(3S,4S)-1-(2-((S)-3-(hexylamino)-2-(nonylamino)-3-oxopropyl)benzo[d]oxazole-5-carbonyl)-N3,N4-bis((1S,2R)-2-phenylcyclopropyl)pyrrolidine-3,4-dicarboxamide C(CCCCC)NC([C@H](CC=1OC2=C(N1)C=C(C=C2)C(=O)N2C[C@H]([C@@H](C2)C(=O)N[C@@H]2[C@H](C2)C2=CC=CC=C2)C(=O)N[C@@H]2[C@H](C2)C2=CC=CC=C2)NCCCCCCCCC)=O